O[C@H](COC=1C=C(C=CC1)S(=O)(=O)NC)CN[C@H]1COC2(C1)CCN(CC2)S(=O)(=O)C=2C=NC=1CCCCC1C2 3-((S)-2-hydroxy-3-((R)-8-(5,6,7,8-tetrahydroquinolin-3-ylsulfonyl)-1-oxa-8-azaspiro[4.5]decan-3-ylamino)propoxy)-N-methylbenzenesulfonamide